4-(2-(5-((2,4-difluorophenyl)sulphonamido)-6-methoxypyridin-3-yl)quinolin-8-yl)piperazine-1-carboxylic acid tert-butyl ester C(C)(C)(C)OC(=O)N1CCN(CC1)C=1C=CC=C2C=CC(=NC12)C=1C=NC(=C(C1)NS(=O)(=O)C1=C(C=C(C=C1)F)F)OC